2-amino-1-((6-chloropyridin-3-yl)methyl)-3-(phenylcarbamoyl)pyridin-1-ium iodide [I-].NC1=[N+](C=CC=C1C(NC1=CC=CC=C1)=O)CC=1C=NC(=CC1)Cl